tert-butyl (1-(4-(3-(2,4-dioxotetrahydropyrimidin-1(2H)-yl)-4-methoxyphenoxy)butanoyl)piperidin-4-yl)carbamate O=C1N(CCC(N1)=O)C=1C=C(OCCCC(=O)N2CCC(CC2)NC(OC(C)(C)C)=O)C=CC1OC